Ethyl-3-{[3-({5-[3-amino-2,6-dioxo-4-(trifluoromethyl)-3,6-dihydropyrimidin-1(2H)-yl]-2-chloro-4-fluorophenyl}sulfanyl)pyridin-2-yl]oxy}propanoat C(C)OC(CCOC1=NC=CC=C1SC1=C(C=C(C(=C1)N1C(N(C(=CC1=O)C(F)(F)F)N)=O)F)Cl)=O